6-((2-methoxyethoxy)methoxy)-5'-methyl-4-pentyl-1',2',3',4'-tetrahydro-[1,1'-biphenyl]-2-ol COCCOCOC=1C=C(C=C(C1C1CCCC(=C1)C)O)CCCCC